BrC1=CC=CC(=N1)OCC1=C(C=C(C=C1)C#N)F 4-(((6-bromopyridin-2-yl)oxy)methyl)-3-fluorocyanobenzene